C=C1CN2C[C@H]3[C@@H](C2(C1)CO)C3 ((1aR,6bS)-5-methylenehexahydrocyclopropa[a]pyrrolizin-6a(4H)-yl)methanol